acetoxy(2-aminobenzimidazole) zinc [Zn].C(C)(=O)OC1=CC=CC=2N=C(NC21)N